C1(CCCCC1)P(C1=C(C=CC=C1)C1=C(C=C(C=C1C(C)C)C(C)C)C(C)C)C1CCCCC1 dicyclohexyl-[2',4',6'-tris(1-methylethyl)biphenyl-2-yl]phosphane